ClC=1C=C(C=CC1F)C=1N=C(N2C1C(N(C=C2)CC(=O)N2CC(C2)(C)F)=O)C2CC2 1-(3-chloro-4-fluorophenyl)-3-cyclopropyl-7-(2-(3-fluoro-3-methylazetidin-1-yl)-2-oxoethyl)imidazo[1,5-a]pyrazin-8(7H)-one